diisopropylnaphthalenesulfonic acid, sodium salt [Na+].C(C)(C)C=1C(=C(C2=CC=CC=C2C1)S(=O)(=O)[O-])C(C)C